(2-fluoro-4-methoxyphenyl)-5-((1-methyl-1H-pyrazol-3-yl)methoxy)isoindolin-1-one FC1=C(C=CC(=C1)OC)N1C(C2=CC=C(C=C2C1)OCC1=NN(C=C1)C)=O